ClC1=C(C=CC=C1)C1=CC=NC2=CC(=CC=C12)OC(C(=O)N1C[C@H](CCC1)C(=O)O)C |r| rac-(3S)-1-[2-[[4-(2-chlorophenyl)-7-quinolyl]oxy]propanoyl]piperidine-3-carboxylic acid